ClCC(=O)C=1C=NN(C1)C1CC1 2-chloro-1-(1-cyclopropyl-1H-pyrazol-4-yl)ethan-1-one